(2-(5-cyclopropyl-3-(2-trifluoromethoxyphenyl)isoxazol-4-yl)vinyl)bicyclo[2.2.2]octane-1-carboxylic acid C1(CC1)C1=C(C(=NO1)C1=C(C=CC=C1)OC(F)(F)F)C=CC1C2(CCC(C1)CC2)C(=O)O